C1(CC1)C1=CC(=CC(=N1)C=1OC2=C(N1)C=C(C(=C2C)F)C=O)C2=C(C=C(C=C2)F)C2=NN=CN2C 2-{6-cyclopropyl-4-[4-fluoro-2-(4-methyl-1,2,4-triazol-3-yl)phenyl]pyridin-2-yl}-6-fluoro-7-methyl-1,3-benzoxazole-5-carbaldehyde